C([C@]1(C)C(C)(C)[C@@H](C(=O)O)CC1)(=O)O (trans,1S,3S)-camphoric acid